C(#N)[C@@]1(CC12CC2)C=2C=C1C=C(N=CC1=CC2F)NC(=O)C2C(C2)C2=NC=CC=C2 N-(6-((R)-1-cyanospiro[2.2]pentan-1-yl)-7-fluoroisoquinolin-3-yl)-2-(pyridin-2-yl)cyclopropane-1-carboxamide